ethyl (S)-1-(cyclopropylmethyl)-7-(2-hydroxypropoxy)-1H-indole-2-carboxylate C1(CC1)CN1C(=CC2=CC=CC(=C12)OC[C@H](C)O)C(=O)OCC